O=C1NC(CCC1N1C(N(C2=C1C=CC(=C2)CCCOCCN(C(OC(C)(C)C)=O)C)C)=O)=O tert-butyl N-[2-[3-[1-(2,6-dioxo-3-piperidyl)-3-methyl-2-oxo-benzimidazol-5-yl] propoxy]ethyl]-N-methyl-carbamate